NC1=NC=CC=C1C1=NC=2C(=NC(=CC2)N2N=CC=C2)N1C=1C=C2CC[C@@H](C2=CC1)NC(=O)C=1C=CC=2N(C1)C=CN2 (S)-N-(5-(2-(2-aminopyridin-3-yl)-5-(1H-pyrazol-1-yl)-3H-imidazo[4,5-b]pyridin-3-yl)-2,3-dihydro-1H-inden-1-yl)imidazo[1,2-a]pyridine-6-carboxamide